CCCCC/C=C\C/C=C\C/C=C\C/C=C\CCCCCC(=O)OC[C@H](COP(=O)([O-])OCC[N+](C)(C)C)OC(=O)CCC/C=C\C/C=C\C/C=C\C/C=C\CCCCC 1-(7Z,10Z,13Z,16Z-docosatetraenoyl)-2-(5Z,8Z,11Z,14Z-eicosatetraenoyl)-glycero-3-phosphocholine